3-[(3-Cyclopropyl-2-fluorophenyl)sulfonyl]-4-[5-(2,4-dimethylbenzyl)-5,6-dihydro-4H-1,2,4-oxadiazin-3-yl]cinnoline C1(CC1)C=1C(=C(C=CC1)S(=O)(=O)C=1N=NC2=CC=CC=C2C1C1=NOCC(N1)CC1=C(C=C(C=C1)C)C)F